C(C)OC1(CNC1)C(=O)N 3-ethoxy-azetidine-3-carboxamide